tert-butyl (R)-3-((S)-1-((S)-4-benzyl-2-oxooxazolidin-3-yl)-3-(4-bromobenzo[b]thiophen-2-yl)-1-oxopropan-2-yl)pyrrolidine-1-carboxylate C(C1=CC=CC=C1)[C@@H]1N(C(OC1)=O)C([C@@H](CC1=CC2=C(S1)C=CC=C2Br)[C@@H]2CN(CC2)C(=O)OC(C)(C)C)=O